C1(=CC=C2C=CC3=CC=CC4=CC=C1C2=C34)C=3C=NC=C(C3)C3=CC=C4C=CC2=CC=CC1=CC=C3C4=C21 3,5-bis-1-pyrenylpyridine